C(#N)C1(CC1)NS(=O)(=O)C=1C=C(C=2N(C1)C(=NC2)C=2SC(=NN2)C(F)F)N2CCN(CC2)C(=O)C2CC(C2)(F)F N-(1-cyanocyclopropyl)-8-(4-(3,3-difluorocyclobutane-1-carbonyl)piperazin-1-yl)-3-(5-(difluoromethyl)-1,3,4-thiadiazol-2-yl)imidazo[1,5-a]pyridine-6-sulfonamide